N1=C(C=CC2=CC=CC=C12)C=[NH+][O-] CHINOLIN-2-YL-NITRONE